3-chloro-N-(8,9-difluoro-6-oxo-1,4,5,6-tetrahydro-2H-pyrano[3,4-c]isoquinolin-1-yl)-N-methylindolizine-7-carboxamide ClC1=CC=C2C=C(C=CN12)C(=O)N(C)C1COCC=2NC(C=3C=C(C(=CC3C21)F)F)=O